3-amino-3-((trimethylsilyl)ethynyl)cyclobutan-1-ol hydrobromide salt Br.NC1(CC(C1)O)C#C[Si](C)(C)C